6-phenylpyrazin C1(=CC=CC=C1)C1=CN=CC=N1